1-[(2-Chloro-1,3-thiazol-5-yl)methyl]-4-oxo-3-phenyl-4H-pyrido[1,2-a]pyrimidin-1-ium-2-olat ClC=1SC(=CN1)C[N+]1=C2N(C(C(=C1[O-])C1=CC=CC=C1)=O)C=CC=C2